(R)-1,1,2-trifluoro-1-(4-methyl-4H-1,2,4-triazol-3-yl)propan-2-yl(phenyl)-4-(trifluoromethyl)isoindolin-1-one FC(C(C)(F)[C@@H]1N(C(C2=CC=CC(=C12)C(F)(F)F)=O)C1=CC=CC=C1)(C1=NN=CN1C)F